CC1=C2C(=CC=3C=4C=C(C=CC4N(C13)C)OCCCN(C)C)C=NC=C2 3-((5,6-dimethyl-6H-pyrido[4,3-b]carbazol-9-yl)oxy)-N,N-dimethylpropan-1-amine